N1C(=CC2=CC=CC=C12)\C=N\NC(=O)C1=CN(C2=CC=CC=C2C1=O)C (E)-N'-((1H-indol-2-yl)methylene)-1-methyl-4-oxo-1,4-dihydroquinoline-3-carbohydrazide